allyl vinyl-sulphonate C(=C)S(=O)(=O)OCC=C